2-[2-[4-[8-bromo-1-(3,5-dichlorophenyl)-7-methoxy-4,5-dihydrobenzo[g]indazole-3-carbonyl]-3,3-dimethyl-2-oxo-piperazin-1-yl]ethyl]isoindoline-1,3-dione BrC1=CC2=C(CCC=3C(=NN(C23)C2=CC(=CC(=C2)Cl)Cl)C(=O)N2C(C(N(CC2)CCN2C(C3=CC=CC=C3C2=O)=O)=O)(C)C)C=C1OC